2-(trifluoromethyl)-5-(3-(difluoromethoxy)phenyl)-N-(3-(2,2-difluoropropyl)-1,2,4-thiadiazole-5-yl)furan-3-carboxamide FC(C=1OC(=CC1C(=O)NC1=NC(=NS1)CC(C)(F)F)C1=CC(=CC=C1)OC(F)F)(F)F